12-nitro-9-(nitrooxy)octadec-10-enoic acid [N+](=O)([O-])C(C=CC(CCCCCCCC(=O)O)O[N+](=O)[O-])CCCCCC